ClC1=C(C(=NO1)C)C(=O)O 5-chloro-3-methyl-isoxazole-4-carboxylic acid